((5S)-5-ethylmorpholin-2-yl)methanol C(C)[C@H]1COC(CN1)CO